FC1=C(C=CC(=C1)F)CC1CC2(CN(C2)C(=O)N2CC3(C2)CC(C3)C3=CC=C(C=C3)F)C1 [6-[(2,4-difluorophenyl)methyl]-2-azaspiro[3.3]heptan-2-yl]-[6-(4-fluorophenyl)-2-azaspiro[3.3]heptan-2-yl]methanone